5-bromo-1-(benzenesulfonyl)-1H-pyrazole BrC1=CC=NN1S(=O)(=O)C1=CC=CC=C1